OCC1=CC2=C(N=C(N=C2N2CCC3(CCN(C3)C(=O)OC(C)(C)C)CC2)C2=CC=NC=C2)C=N1 tert-butyl 8-(6-(hydroxymethyl)-2-(pyridin-4-yl) pyrido[3,4-d]pyrimidin-4-yl)-2,8-diazaspiro[4.5]decane-2-carboxylate